C(C)C=C=CC(CCCCCC)O ethyldeca-1,2-dien-4-ol